2-ethoxyethoxy-2-ethyl-2-acryloxyethyl-2-hydroxyethyl acrylate C(C=C)(=O)OCC(O)(CC(OC(C=C)=O)CC)OCCOCC